N1C(CC[C@@H]1C(=O)OC)=O Methyl (R)-2-pyrrolidone-5-carboxylate